CN1N=CC(=CC1=O)B1OC(C(O1)(C)C)(C)C 2-methyl-5-(4,4,5,5-tetramethyl-1,3,2-dioxaborolan-2-yl)pyridazin-3(2H)-one